COC(=O)C=1N(C2=C(C(=CC=C2C1CCC(=O)OC)Cl)Br)C 7-bromo-6-chloro-3-(3-methoxy-3-oxopropyl)-1-methyl-1H-indole-2-carboxylic acid methyl ester